Cl.C(C)(=O)C1=C(C2=C(N=C(N=C2)NC2=NC=C(C=C2)N2CCNCC2)N(C1=O)C1CCCC1)C 6-acetyl-8-cyclopentyl-5-methyl-2-(5-piperazin-1-yl-pyridin-2-ylamino)-8H-pyrido[2,3-d]Pyrimidine-7-one hydrochloride